C(C)S(=O)(=O)C1=C(N=CN1C)I 5-(ethylsulfonyl)-4-iodo-1-methyl-1H-imidazole